N(=C=O)C1(CC(CC(C1)(C)C)(C)N=C=O)C 3-isocyanato-methyl-3,5,5-trimethylcyclohexyl isocyanate